4-((5-ethynyl-2-methylphenyl)sulfonyl)morpholine methyl-(1S,3S)-3-((Z)-2-chloro-3,3,3-trifluoroprop-1-en-1-yl)-2,2-dimethylcyclopropane-1-carboxylate COC(=O)[C@@H]1C([C@@H]1\C=C(\C(F)(F)F)/Cl)(C)C.C(#C)C=1C=CC(=C(C1)S(=O)(=O)N1CCOCC1)C